(3S)-3-(2-methylprop-2-yl)piperazine-2,5-dione CC(C)(C)[C@H]1C(NCC(N1)=O)=O